gallium(II) sulfide [Ga]=S